ethyl 2-methyl-8-(prop-1-en-2-yl)imidazo[1,2-b]pyridazine-7-carboxylate CC=1N=C2N(N=CC(=C2C(=C)C)C(=O)OCC)C1